CC=1C=C(C=CC1)O 3-methylbenzene-1-ol